C(=O)O.COC1=CC=C(C=C1)C1=NOC(=N1)N1CCN(CC1)C(=O)NCCCN1CCC(CC1)OC1=CC=CC=C1 4-(3-(4-Methoxyphenyl)-1,2,4-oxadiazol-5-yl)-N-(3-(4-phenoxypiperidin-1-yl)propyl)piperazine-1-carboxamide formate